2-[4-(1-phenyl-1H-1,2,3-triazol-4-yl)benzene-1-sulfonyl]-D-glutamine C1(=CC=CC=C1)N1N=NC(=C1)C1=CC=C(C=C1)S(=O)(=O)[C@@](N)(CCC(N)=O)C(=O)O